C(C)(C)C=1C(=NNC1C=1C=C(C=2N(C1)N=CN2)OC)C2=NC=C(C=C2)C2CCC(CC2)N2CC(C2)OC 6-(4-isopropyl-3-(5-(4-(3-methoxyazetidin-1-yl)cyclohexyl)pyridin-2-yl)-1H-pyrazol-5-yl)-8-methoxy-[1,2,4]triazolo[1,5-a]pyridine